CN1C(C(CC1=O)C)(C(=O)OCC)C(=O)OCC diethyl 1,3-dimethyl-5-oxopyrrolidine-2,2-dicarboxylate